(R)-N-(1-(2-hydroxyethyl)piperidin-3-yl)-2-(8-isopropyl-5-oxothieno[3',2':4,5]pyrrolo[1,2-d][1,2,4]triazin-6(5H)-yl)acetamide compound with formaldehyde C=O.OCCN1C[C@@H](CCC1)NC(CN1N=C(N2C(C1=O)=CC1=C2SC=C1)C(C)C)=O